2-((R)-amino(4-(((R)-2-methylpentyl)oxy)phenyl)methyl)propan-1,1,1,3,3,3-d6-2-ol N[C@@H](C(C([2H])([2H])[2H])(C([2H])([2H])[2H])O)C1=CC=C(C=C1)OC[C@@H](CCC)C